[Pd+2].NC1=C(C=CC=C1)C1=CC=CC=C1 (2'-amino-biphenyl) palladium (II)